N-((1S,2S)-2-Amino-2,3-dihydro-1-ethyl-7H-pyrrolo[2,3-d]pyrimidin-4-yl)-3,4-dihydro-2H-1,4-thiazine-6-carboxamide N[C@H]1NC(C2=C(N1CC)NC=C2)NC(=O)C2=CNCCS2